Methyl-(Z)-N'-(3-bromo-2',4',6'-trimethyl-[1,1'-biphenyl]-2-yl)-N-isopropylcarbamimidothioate CS\C(\NC(C)C)=N/C1=C(C=CC=C1Br)C1=C(C=C(C=C1C)C)C